[O-2].[Eu+3].[Yb+3].[O-2].[O-2] ytterbium-europium oxide